(E)-5-(2-(4,4-difluorocyclohexyl)vinyl)-6-methoxypyridin-3-amine FC1(CCC(CC1)/C=C/C=1C=C(C=NC1OC)N)F